N1C=C(C2=CC=CC=C12)CC[C@H]1N(CCC2=CC(=C(C=C12)OCC)OC)CC(=O)N (R)-2-(1-(2-(1H-indol-3-yl)ethyl)-7-ethoxy-6-meth-oxy-3,4-dihydroisoquinoline-2(1H)-yl)acetamide